C(=O)(N)/N=N/C(=O)N 1,1-azobisformamide